N-[[6-[2-(Trifluoromethyl)anilino]-2-pyridyl]sulfonyl]-2-(2,2,4-trimethylpyrrolidin-1-yl)pyridin-3-carboxamid FC(C1=C(NC2=CC=CC(=N2)S(=O)(=O)NC(=O)C=2C(=NC=CC2)N2C(CC(C2)C)(C)C)C=CC=C1)(F)F